6-Amino-5-(methylamino)pyrimidin NC1=C(C=NC=N1)NC